O1C(OCCC1)C=1C(=NC=NC1)OCC1=CC=C(C=C1)C(F)(F)F 5-(1,3-Dioxane-2-yl)-4-[[4-(trifluoromethyl)phenyl]methoxy]-pyrimidine